C(C1=CC=CC=C1)O[C@@H]1[C@](O[C@@H]2OC(O[C@@H]21)(C)C)(COCC2=CC=CC=C2)CO ((3ar,5r,6s,6ar)-6-(benzyloxy)-5-((benzyloxy)methyl)-2,2-dimethyltetrahydrofurano[2,3-d][1,3]dioxolan-5-yl)methanol